NC1=CC=C(C=C1)C1=CC=C(C=C1)C1=CC=C(C=C1)N diamino-para-terphenyl